octyl-lithium sulfate S(=O)(=O)(O)O.C(CCCCCCC)[Li]